ClC1=C(O[C@H](C(=O)[O-])C)C=CC(=C1)Cl.[Na+].NC1=C(C(=NN1C1CCC(CC1)O)C1=CC=C(C=C1)CNC(C1=C(C=CC=C1)OC)=O)C(=O)N 5-amino-1-(4-hydroxycyclohexyl)-3-[4-[[(2-methoxybenzoyl)amino]methyl]phenyl]pyrazole-4-carboxamide sodium (2S)-2-(2,4-dichlorophenoxy)propanoate